N1=CC=C2N1C(=CC(=N2)N)N pyrazolo[1,5-a]pyrimidine-5,7-diamine